CCCCCCCCCCCCCCCC(=O)OCC(COP(=O)([O-])O[C@H]1[C@@H]([C@H]([C@@H]([C@H]([C@H]1O)OP(=O)([O-])[O-])O)O)O)OC(=O)CCCCCCCCCCCCCCC The molecule is an anionic phospholipid arising from deprotonation of all three free phosphate OH groups of 1,2-dipalmitoylglycero-3-phospho-(1'-D-myo-inositol-3'-phosphate); major species at pH 7. It is a conjugate base of a 1,2-dipalmitoylglycero-3-phospho-(1'-D-myo-inositol-3'-phosphate).